NC1=NC=CC2=C(C=CC=C12)C=1OC2=C(C1)C(=CC=C2)COC2=C(C=CC=C2)CC(=O)O 2-(2-((2-(1-aminoisoquinolin-5-yl)benzofuran-4-yl)methoxy)phenyl)acetic acid